ClC1=NN(C=2C3=CN=C(C(O[C@@H](C4=CC(=CC=C4C4=NN(C=C4CC12)C)F)C)=C3)N)CC (19R)-5-CHLORO-3-ETHYL-16-FLUORO-10,19-DIMETHYL-20-OXA-3,4,10,11,23-PENTAAZAPENTACYCLO[19.3.1.02,6.08,12.013,18]PENTACOSA-1(24),2(6),4,8,11,13,15,17,21(25),22-DECAEN-22-AMINE